2,6-Bis(benzyloxy)-3-(4-(4-(4-chloro-3-methylphenethyl)piperidin-1-yl)-3-fluorophenyl)pyridine C(C1=CC=CC=C1)OC1=NC(=CC=C1C1=CC(=C(C=C1)N1CCC(CC1)CCC1=CC(=C(C=C1)Cl)C)F)OCC1=CC=CC=C1